4-(4-Methoxy-3-nitrophenoxy)-2-(trifluoromethyl)benzonitrile COC1=C(C=C(OC2=CC(=C(C#N)C=C2)C(F)(F)F)C=C1)[N+](=O)[O-]